3-phenyl-1-(4-trifluoromethylphenyl)but-3-en-1-one oxime C1(=CC=CC=C1)C(CC(=NO)C1=CC=C(C=C1)C(F)(F)F)=C